C(CCCCCC(C)C)C=1C(=C(C(=C(C1C(=O)[O-])C(=O)[O-])CCCCCCC(C)C)C(=O)[O-])CCCCCCC(C)C Tri-isononyltrimellitat